O[C@@]12C(C=3C=CSC3N=C2N(CC1)C=1SC=CC1)=O (9S)-9-Hydroxy-12-(thiophen-2-yl)-4-thia-2,12-diazatricyclo(7.3.0.03,7)dodeca-1,3(7),5-trien-8-on